ClC1=NN2C(N=CC(=C2[C@H](C)OC)NC2=CC=C(C=C2)[C@@H](C(F)(F)F)N(C(=O)C2CCC3(OCCO3)CC2)C)=N1 N-[(1S)-1-[4-({2-chloro-7-[(1S)-1-methoxyethyl]-[1,2,4]triazolo[1,5-a]pyrimidin-6-yl}amino)phenyl]-2,2,2-trifluoroethyl]-N-methyl-1,4-dioxaspiro[4.5]decane-8-carboxamide